O=C1NC(CCC1N1C(C2=CC(=C(C=C2C1=O)N1CC(C1)CN1CCNCC1)F)=O)=O 4-((1-(2-(2,6-dioxopiperidin-3-yl)-6-fluoro-1,3-dioxoisoindolin-5-yl)azetidin-3-yl)methyl)piperazin